CS(=O)(=O)OCCOC1=C(C2=CC=CC=C2C=C1)C1=C(C=CC2=CC=CC=C12)OCCOS(=O)(=O)C [[1,1'-binaphthalene]-2,2'-diylbis(oxy)]bis(ethane-2,1-diyl) bis(methanesulfonate)